CC1(OC2=CC=C(C=C2C(=C1)OS(=O)(=O)C(F)(F)F)C=1N(C(=CC1)C1=CC=C(C=C1)C(=O)OC)C(=O)OC(C)(C)C)C tert-Butyl 2-(2,2-dimethyl-4-(((trifluoromethyl)sulfonyl)oxy)-2H-chromen-6-yl)-5-(4-(methoxycarbonyl)phenyl)-1H-pyrrole-1-carboxylate